zirconium tri-methoxy-n-butoxide COC(CCC[O-])(OC)OC.[Zr+4].COC(CCC[O-])(OC)OC.COC(CCC[O-])(OC)OC.COC(CCC[O-])(OC)OC